(2-(2,6-dioxo-1-((2-(trimethylsilyl)ethoxy)methyl)piperidin-3-yl)-1,3-dioxoisoindolin-5-yl)-2-nitrobenzenesulfonamide O=C1N(C(CCC1N1C(C2=CC=C(C=C2C1=O)C=1C(=C(C=CC1)S(=O)(=O)N)[N+](=O)[O-])=O)=O)COCC[Si](C)(C)C